(2S,5S,8S,11S,14S)-propanoic acid C(CC)(=O)O